ClC[C@]12CCCN2C[C@H](C1)F (2S,7aS)-7a-(chloromethyl)-2-fluorohexahydro-1H-pyrrolizine